C1(CCCCC1)CNC(/C=C/C(=O)N[C@@H](CC(C)C)OB(O)O)=O (R,E)-(1-(4-((cyclohexylmethyl)amino)-4-oxobut-2-enamido)-3-methylbutyl)boric acid